FC=1C=NC(=NC1)[C@@H]1[C@H](C1)C1N(C(=CC=C1)C)C1=CC=NC=C1C ((1S,2S)-2-(5-fluoropyrimidin-2-yl)cyclopropyl)-5',6-dimethyl-2H-[1,4'-bipyridin]